CC(CCCCC)C1=C(C=CC=C1)S(=O)(=O)N [HEPTAN-2-YL]BENZENESULFONAMIDE